Tert-butyl (2-iodophenyl)(naphthalen-1-ylmethyl)carbamate IC1=C(C=CC=C1)N(C(OC(C)(C)C)=O)CC1=CC=CC2=CC=CC=C12